C(C1=NC(NC(=C1)C([2H])([2H])[2H])N1CC2C(C1)CN(C2)C(=O)OC(C)(C)C)([2H])([2H])[2H] tert-Butyl 5-{4,6-bis[(2H3)methyl](2H)pyrimidin-2-yl}hexahydropyrrolo[3,4-c]pyrrole-2(1H)-carboxylate